FC=1C=C(C=CC1OC1=CC=NC2=CC(=C(C=C12)OC)OCCN1CCC(CC1)=O)NC(=O)C1=C2C(=CN(C1=O)C1=CC=C(C=C1)F)CCO2 N-[3-fluoro-4-({6-methoxy-7-[2-(4-oxopiperidin-1-yl)ethoxy]quinolin-4-yl}oxy)phenyl]-5-(4-fluorophenyl)-6-oxo-2,3,5,6-tetrahydrofuro[3,2-c]pyridine-7-carboxamide